tert-butyl (E)-methyl(4-((3-(4,4,5,5-tetramethyl-1,3,2-dioxaborolan-2-yl)allyl)oxy)butyl)carbamate CN(C(OC(C)(C)C)=O)CCCCOC\C=C\B1OC(C(O1)(C)C)(C)C